6-((2-hydroxy-2-methylpropyl)amino)-4-((4-methoxybenzyl)oxy)pyrazolo[1,5-a]pyridine-3-Carbononitrile OC(CNC=1C=C(C=2N(C1)N=CC2C#N)OCC2=CC=C(C=C2)OC)(C)C